2-(2,2-difluoroethyl)pyridazin-3(2H)-one FC(CN1N=CC=CC1=O)F